ClCC=1OC2=C(N1)C=CC=C2 2-(chloromethyl)-1,3-benzoxazole